CN1C(=C(C=C1C)C1=CC=CC=C1)C(C(=O)NC1=CC(=C(C=C1)N1CCN(CC1)C1=NC=C(C=N1)F)F)=NOC 2-(1,5-dimethyl-3-phenyl-1H-pyrrol-2-yl)-N-(3-fluoro-4-(4-(5-fluoropyrimidin-2-yl)piperazin-1-yl)phenyl)-2-(methoxyimino)acetamide